FC1=CC(=C(C=C1)C1=CC(=CC=C1)C=1OC2=C(N1)C=C(C=C2C(F)(F)F)CN2C[C@H](CCC2)OC)C2=NN=CN2C (S)-2-(4'-fluoro-2'-(4-methyl-4H-1,2,4-triazol-3-yl)-[1,1'-biphenyl]-3-yl)-5-((3-methoxypiperidin-1-yl)methyl)-7-(trifluoromethyl)benzo[d]oxazole